4-((3-(2-ethoxy-2-ketoacetamido)-4-methylpyridin-2-yl)amino)piperidine tert-butyl-rel-(3aR,5s,6aS)-5-hydroxyhexahydrocyclopenta[c]pyrrole-2(1H)-carboxylate C(C)(C)(C)OC(=O)N1C[C@@H]2[C@H](C1)CC(C2)O.C(C)OC(C(=O)NC=2C(=NC=CC2C)NC2CCNCC2)=O |o1:9,10|